Propyltrimethylsilan C(CC)[Si](C)(C)C